FC(C(F)F)(OC(C)OC(C(F)F)(F)F)F bis(1,1,2,2-tetrafluoroethoxy)ethane